4,6-Bis{4-[(3-dimethylaminopropyl)aminomethyl]phenyl}-1-phenyl-1H-pyrazolo[3,4-d]pyrimidine CN(CCCNCC1=CC=C(C=C1)C1=C2C(=NC(=N1)C1=CC=C(C=C1)CNCCCN(C)C)N(N=C2)C2=CC=CC=C2)C